5-[[1-[2-Oxo-2-[(2S,4S)-2-cyano-4-fluoro-pyrrolidin-1-yl]ethyl]-4-piperidyl]amino]-N-(3-pyridyl)chinolin-8-carboxamid O=C(CN1CCC(CC1)NC1=C2C=CC=NC2=C(C=C1)C(=O)NC=1C=NC=CC1)N1[C@@H](C[C@@H](C1)F)C#N